prop-2-en-1-yl 4-(5-[(5-chlorothiophen-2-yl)methyl]amino-4-cyano-1H-pyrazol-3-yl)piperidine-1-carboxylate ClC1=CC=C(S1)CNC1=C(C(=NN1)C1CCN(CC1)C(=O)OCC=C)C#N